(2s,4R)-1-((s)-2-azido-3-methylbutanoyl)-4-hydroxy-N-((R)-2-hydroxy-1-(4-(3-methylpyridin-4-yl)phenyl)ethyl)pyrrolidine-2-carboxamide N(=[N+]=[N-])[C@H](C(=O)N1[C@@H](C[C@H](C1)O)C(=O)N[C@@H](CO)C1=CC=C(C=C1)C1=C(C=NC=C1)C)C(C)C